tin-antimony-silicon [Si].[Sb].[Sn]